C(=CCC)C(=O)O butenyl-formic acid